P(=O)(OC(CC)(CC)C)([O-])[O-] methylethyl-n-propyl phosphate